(3R)-3-({2-[3-(dimethylamino)phenyl][1,2,4]triazolo[1,5-c]quinazolin-5-yl}amino)azepan-2-one CN(C=1C=C(C=CC1)C1=NN2C(=NC=3C=CC=CC3C2=N1)N[C@H]1C(NCCCC1)=O)C